C(C\C=C/C=C/C)OC(C(C)C)=O Z,E-3,5-Heptadienylisobutyrat